3-phenyl-4-n-butyl-1-(pyridin-2-yl)-1H-pyrazol-5-ol C1(=CC=CC=C1)C1=NN(C(=C1CCCC)O)C1=NC=CC=C1